[C@H]12CN(C[C@H](CC1)N2)C=2C1=C(N=C(N2)OCC23CCCN3CCC2)C(=C(N=C1)C1=CC(=CC2=CC=CC(=C12)Cl)O)F 4-(4-((1R,5S)-3,8-diazabicyclo[3.2.1]octan-3-yl)-8-fluoro-2-((tetrahydro-1H-pyrrolizin-7a(5H)-yl)methoxy)pyrido[4,3-d]pyrimidin-7-yl)-5-chloronaphthalen-2-ol